4-((5-amino-1,3,4-thiadiazol-2-yl)methoxy)benzonitrile NC1=NN=C(S1)COC1=CC=C(C#N)C=C1